BrC1=CC=CC(=N1)/C(=C/C(=O)OCC)/C(F)(F)F (Z)-ethyl 3-(6-bromopyridin-2-yl)-4,4,4-trifluorobut-2-enoate